C1N(CC2=CC=CC=C12)CC=1C=CC(=C(C#N)C1)N1N=C2C(CN(CC2)S(=O)(=O)C)=C1 5-(isoindolin-2-ylmethyl)-2-(5-(methylsulfonyl)-4,5,6,7-tetrahydro-2H-pyrazolo[4,3-c]pyridin-2-yl)benzonitrile